BrC=1C=C(COC(C)(C)OC)C=C(C1)Br (3,5-dibromobenzyloxy)(methoxy)-dimethylmethane